(6R)-6-{4-[3-(4-methyl-1H-pyrazol-1-yl)pyridin-2-yl]piperazin-1-yl}-2-azaspiro[3.4]octane-2-carboxylic acid ethyl ester C(C)OC(=O)N1CC2(C1)C[C@@H](CC2)N2CCN(CC2)C2=NC=CC=C2N2N=CC(=C2)C